(2R,4S)-N-((S)-1-(((1H-pyrrolo[3,2-c]pyridin-2-yl)methyl)amino)-1-oxoprop-2-yl)-4-(3-chlorobenzyl)pyrrolidine-2-carboxamide bis-trifluoroacetate FC(C(=O)O)(F)F.FC(C(=O)O)(F)F.N1C(=CC=2C=NC=CC21)CNC([C@H](C)NC(=O)[C@@H]2NC[C@H](C2)CC2=CC(=CC=C2)Cl)=O